naphtho-silol C1=C[SiH2]C2=C1C1=CC=CC=C1C=C2